(3R)-3-amino-5-[(4-chlorophenyl)methyl]-8-fluoro-7-[5-(m-tolyl)-1,3,4-oxadiazol-2-yl]-1,1-dioxo-2,3-dihydro-1lambda6,5-benzothiazepin-4-one N[C@H]1CS(C2=C(N(C1=O)CC1=CC=C(C=C1)Cl)C=C(C(=C2)F)C=2OC(=NN2)C=2C=C(C=CC2)C)(=O)=O